S1C(=NC=C1)S(=O)(=O)CC(=O)C1=CC=C(C=C1)C1=NOC(=N1)C(F)(F)F 2-(Thiazol-2-ylsulfonyl)-1-(4-(5-(trifluoromethyl)-1,2,4-oxadiazol-3-yl)-phenyl)ethan-1-on